BrC1(C2N(CCC3(OCCO3)CC12)C(=O)OCC1=CC=CC=C1)F Benzyl 8-bromo-8-fluoro-6-azaspiro[bicyclo[5.1.0]octane-3,2'-[1,3]dioxolane]-6-carboxylate